ClC1=C(C=C(C=C1)Cl)CCNC[C@@H](COC1=CC=C(C=C1)N(S(=O)(=O)C)C)O (S)-N-(4-(3-((2,5-dichlorophenyl-ethyl)amino)-2-hydroxypropoxy)phenyl)-N-methyl-methanesulfonamide